(3R,5aS,6R,8aS,9R,10R,12R,12aR)-N-[(furan-2-yl)methyl]-3,6,9-trimethyldecahydro-12H-3,12-epoxypyrano[4,3-j][1,2]benzodioxepin-10-carboxamide O1C(=CC=C1)CNC(=O)[C@H]1[C@@H]([C@@H]2CC[C@H]([C@@H]3CC[C@]4(OO[C@]32[C@H](O1)O4)C)C)C